tert-Butyl (1RS,3RS)-5'-bromo-4'-chloro-3-hydroxyspiro[cyclopentane-1,3'-pyrrolo[2,3-b]pyridine]-1'(2'H)-carboxylate BrC=1C(=C2C(=NC1)N(C[C@]21C[C@@H](CC1)O)C(=O)OC(C)(C)C)Cl |r|